C(C)(C)N1C(N(C(C(=C1)C(=O)NC1=CC=C(C=C1)OC1=CC(=NC=2N1N=CC2)C)=O)C2=CC=C(C=C2)F)=O 1-isopropyl-3-(4-fluorophenyl)-N-(4-((5-methylpyrazolo[1,5-a]pyrimidine-7-yl)oxy)phenyl)-2,4-dioxo-1,2,3,4-tetrahydropyrimidine-5-carboxamide